4-bromo-2-cyclopropyl-N-(4-cyclopropyl-1H-pyrazol-5-yl)-1,3-thiazole-5-carboxamide BrC=1N=C(SC1C(=O)NC1=C(C=NN1)C1CC1)C1CC1